N-[3-(benzylsulfonyloxy)phenyl]-N'-[3-(butanesulfonyloxy)phenyl]urea C(C1=CC=CC=C1)S(=O)(=O)OC=1C=C(C=CC1)NC(=O)NC1=CC(=CC=C1)OS(=O)(=O)CCCC